C(C)(C)(C)[Si](OC(C)C=1C=CC=2N(C1)C(=CN2)N2N=CC(=C2)C=2C(=CC(=C(C(=O)NC1CC1)C2)F)C)(C)C 5-(1-{6-[1-(tert-butyl-dimethyl-silanyloxy)-ethyl]-imidazo[1,2-a]pyridin-3-yl}-1H-pyrazol-4-yl)-N-cyclopropyl-2-fluoro-4-methyl-benzamide